C(C(C)C)[Al](OC1=C(C=CC=C1C(C)(C)C)C(C)(C)C)CC(C)C diisobutyl-(2,6-di-t-butylphenoxy)aluminum